ClC=1C(=NC(=NC1)N1CCNC(CC1)CC)NC=1C=C2C=NNC2=CC1 N-(5-chloro-2-(5-ethyl-1,4-diazepan-1-yl)pyrimidin-4-yl)-1H-indazol-5-amine